[4-[2-[2-(3-Ethoxyphenyl)ethynyl]benzoyl]piperazin-1-yl]-N-[3-nitro-4-(2-phenylsulfanylethylamino)phenyl]sulfonylbenzamide C(C)OC=1C=C(C=CC1)C#CC1=C(C(=O)N2CCN(CC2)C2=C(C(=O)NS(=O)(=O)C3=CC(=C(C=C3)NCCSC3=CC=CC=C3)[N+](=O)[O-])C=CC=C2)C=CC=C1